N1=CN=C2NC=NC2=C1N 9H-purin-6-amin